1-(2,3-Dihydro-1,4-benzodioxin-6-yl)-6-oxo-pyridine-3-carboxylic acid O1CCOC2=C1C=CC(=C2)N2C=C(C=CC2=O)C(=O)O